FC=1C(=C(C=CC1C)S(=O)(=O)N1[C@@H](CCC1)C(=O)OC)O[C@H](C)CCCCO Methyl ((3-fluoro-2-(((R)-6-hydroxyhexan-2-yl)oxy)-4-methylphenyl)sulfonyl)-L-prolinate